C(N)(SCCSC(N)=S)=S 2-ethylene bis-dithiocarbamate